CC=1C(N2[C@H]([C@H](CCC2=CC1)NS(=O)(=O)CC)COC1CCC(CC1)C1=CC=CC=C1)=O |r| rac-N-[(3S,4R)-7-methyl-6-oxo-4-({[(1s,4S)-4-phenylcyclohexyl]oxy}methyl)-1,3,4,6-tetrahydro-2H-quinolizin-3-yl]ethanesulfonamide